ClC1=C(C=CC(=C1)Cl)C=1CCCC2=C(C1C1=CC=C(C=C1)O[C@@H]1CN(CC1)CCCF)C=CC(=C2)NC(=O)C2(CC2)O (S)-N-(8-(2,4-Dichlorophenyl)-9-(4-((1-(3-fluoropropyl)pyrrolidin-3-yl)oxy)phenyl)-6,7-dihydro-5H-benzo[7]annulen-3-yl)-1-hydroxycyclopropan-1-carboxamid